Ethyl (2R)-2-amino-5-(2-((6-amino-9H-purin-9-yl)methyl)-3,4-dichlorophenoxy)hexanoate N[C@@H](C(=O)OCC)CCC(C)OC1=C(C(=C(C=C1)Cl)Cl)CN1C2=NC=NC(=C2N=C1)N